CC1=CC=C(O1)C=1C=2N(C=C(N1)NC(=O)C1CC1)C=C(N2)C(F)(F)F N-[8-(5-methylfuran-2-yl)-2-(trifluoromethyl)imidazo[1,2-a]pyrazin-6-yl]cyclopropanecarboxamide